[Ca+2].NCC(=O)[O-].NCC(=O)[O-] glycine calcium salt